(S)-N-(3-hydroxy-3-methyl-7-((1-methyl-1H-pyrazol-4-yl)methoxy)chroman-6-yl)pyrazolo[1,5-a]pyrimidine-3-carboxamide O[C@@]1(COC2=CC(=C(C=C2C1)NC(=O)C=1C=NN2C1N=CC=C2)OCC=2C=NN(C2)C)C